ClC1=CC=C(C=C1)N1CCN(CC1)CC=1N=NNC1C(=O)O 4-((4-(4-chlorophenyl)piperazin-1-yl)methyl)-1H-1,2,3-triazole-5-carboxylic acid